CC(C)CCCC(CC)C 2,6-Dimethyloctan